tert-Butyl 6-(1-methyl-1H-pyrrolo[2,3-b]pyridine-6-carbonyl)-2-azaspiro[3.3]heptane-2-carboxylate CN1C=CC=2C1=NC(=CC2)C(=O)C2CC1(CN(C1)C(=O)OC(C)(C)C)C2